ethylmethyltriethoxysilane C(C)C(C)O[Si](OCC)(OCC)C